CNC(=O)C=1N=NN(C1)CCCCC=1N=NC(=CC1)NC(CC1=CC(=CC=C1)C1=NC=CC=C1)=O N-methyl-1-[4-(6-{2-[3-(pyridin-2-yl)phenyl]acetamido}pyridazin-3-yl)butyl]-1H-1,2,3-triazole-4-carboxamide